(S)-1-(4-chloro-2-fluorophenyl)-N-methyl-N-(2-nitrophenyl)pyrrolidin-3-amine ClC1=CC(=C(C=C1)N1C[C@H](CC1)N(C1=C(C=CC=C1)[N+](=O)[O-])C)F